N-(2-chloro-4-fluorobenzyl)-6-methyl-2-oxo-5-phenyl-1-[3-(trifluoromethyl)phenyl]-1,2-dihydropyridine-3-carboxamide ClC1=C(CNC(=O)C=2C(N(C(=C(C2)C2=CC=CC=C2)C)C2=CC(=CC=C2)C(F)(F)F)=O)C=CC(=C1)F